O=C1OC(CC1C1C=CC2C(C1)C(=O)OC2=O)=O 5-(2,5-dioxotetrahydrofuranyl)-3-cyclohexene-1,2-dicarboxylic anhydride